N1CCC(CC1)C=1C(=NC=CN1)NC1=CC=C(C=C1)C(F)(F)F 3-(piperidin-4-yl)-N-[4-(trifluoromethyl)phenyl]pyrazin-2-amine